(3-chloro-6-(difluoromethyl)-2-fluorophenyl)-N-(1-(1-(4-methyl-2-(methylsulfonyl)-pyrimidin-5-yl)ethyl)-1H-pyrazol-4-yl)pyrazine-2-carboxamide calcium [Ca].ClC=1C(=C(C(=CC1)C(F)F)C=1C(=NC=CN1)C(=O)NC=1C=NN(C1)C(C)C=1C(=NC(=NC1)S(=O)(=O)C)C)F